5-(((Sa)-6-(2-cyanoethyl)-7-(2,3-dichlorophenyl)-8-fluoro-3-iodo-2-methylquinolin-4-yl)amino)-2-azabicyclo[2.1.1]hexane-2-carboxylate C(#N)CCC=1C=C2C(=C(C(=NC2=C(C1C1=C(C(=CC=C1)Cl)Cl)F)C)I)NC1C2CN(C1C2)C(=O)[O-]